tert-butyl-6-(1-methylpentadecyl)phenol C(C)(C)(C)C1=C(C(=CC=C1)C(CCCCCCCCCCCCCC)C)O